C(C)(C)(C)NC1=NC2=CC=C(C=C2C=C1)F N-tert-butyl-6-fluoroquinolin-2-amine